C(C)[C@]12[C@H]3CC[C@@]4([C@H](CC[C@H]4[C@@H]3CC[C@@H]2C[C@](CC1)(C)O)C(=O)N1[C@H](CCCC1)C)C ((3R,5R,8S,9S,10S,13S,14S,17S)-10-ethyl-3-hydroxy-3,13-dimethylhexadecahydro-1H-cyclopenta[a]phenanthren-17-yl)((S)-2-methylpiperidin-1-yl)methanone